(2,4,5-trifluorophenyl)carboxamide FC1=C(C=C(C(=C1)F)F)C(=O)N